N[C@H]1[C@@H](OCCC1)C1=CC2=NC(=CC(=C2S1)NCC1=C(C=CC=C1)F)Cl 2-((2r,3r)-3-aminotetrahydro-2H-pyran-2-yl)-5-chloro-N-(2-fluorobenzyl)thieno[3,2-b]pyridin-7-amine